tert-butyl 2-((2-chloro-3-(4,4,5,5-tetramethyl-1,3,2-dioxaborolan-2-yl)phenyl)carbamoyl)-5,8-dihydro-1,7-naphthyridine-7(6H)-carboxylate ClC1=C(C=CC=C1B1OC(C(O1)(C)C)(C)C)NC(=O)C1=NC=2CN(CCC2C=C1)C(=O)OC(C)(C)C